2,6,10,14-tetramethylheptadecane CC(C)CCCC(CCCC(CCCC(CCC)C)C)C